ClC1=NC(=CC2=C1C=NN2C2=C(C=CC(=C2)Cl)OC)Cl 4,6-Dichloro-1-(5-chloro-2-methoxyphenyl)-1H-pyrazolo[4,3-c]pyridine